(7S,8aR)-octahydropyrrolo[1,2-a]pyrazin-7-ol dihydrochloride Cl.Cl.C1[C@@H]2N(CCN1)C[C@H](C2)O